CC(=O)O[C@H]([C@H](C(=O)O)OC(=O)C)C(=O)O (-)-diacetyl-L-tartaric acid